C(C)(=O)OC1=C(C(=O)OCCN(CC)CC)C=CC=C1 2-(diethylamino)-ethyl 2-acetoxybenzoate